N[C@H]1CS(C2=C(N(C1=O)CC1=CC=C(C=C1)C1=NOC(=N1)C1CC1)C=C(C=C2)C2=NOC(=N2)C=2C(=NC=CC2)Cl)(=O)=O (3R)-3-amino-7-[5-(2-chloro-3-pyridinyl)-1,2,4-oxadiazol-3-yl]-5-[[4-(5-cyclopropyl-1,2,4-oxadiazol-3-yl)phenyl]methyl]-1,1-dioxo-2,3-dihydro-1lambda6,5-benzothiazepine-4-One